O[C@@H]1C[C@H](N(C1)C([C@H](C(C)(C)C)NC(CCCCCC(=O)N)=O)=O)C(N[C@@H](C)C1=CC=C(C=C1)C1=C(N=CS1)C)=O N7-((S)-1-((2S,4R)-4-hydroxy-2-(((S)-1-(4-(4-methylthiazol-5-yl)phenyl)ethyl)carbamoyl)pyrrolidin-1-yl)-3,3-dimethyl-1-oxobutan-2-yl)heptanediamide